ClC=1C=C(C(=C(CN2C[C@@H](N(CC2)C(=O)C2CCCC2)C)C1)C)NC=1OC2=C(N1)C=C(C=C2)C (S)-(4-(5-chloro-2-methyl-3-((5-methylbenzo[d]oxazol-2-yl)amino)benzyl)-2-methylpiperazin-1-yl)(cyclopentyl)methanone